N-lauroyl-N-methyl-β-alanine copper (ii) [Cu+2].C(CCCCCCCCCCC)(=O)N(CCC(=O)O)C